tert-butyl N-[(3R)-7-(4-tert-butyl-5-oxo-1,3,4-oxadiazol-2-yl)-5-[(4-chlorophenyl)methyl]-8-fluoro-1,1,4-trioxo-2,3-dihydro-1λ6,5-benzothiazepin-3-yl]carbamate C(C)(C)(C)N1N=C(OC1=O)C=1C(=CC2=C(N(C([C@H](CS2(=O)=O)NC(OC(C)(C)C)=O)=O)CC2=CC=C(C=C2)Cl)C1)F